NC1=CC2=C(N=C(N2)NC(=O)[O-])C=C1 5-aminobenzimidazole-2-carbamate